C(C)SC=1C=C(C=NC1C1=NC2=C(C=NC(=C2)C(F)(F)F)N1C)N(C(OC(C)(C)C)=O)C tert-butyl N-[5-ethylsulfanyl-6-[3-methyl-6-(trifluoromethyl) imidazo[4,5-c]pyridin-2-yl]-3-pyridinyl]-N-methyl-carbamate